FC(CN1CCC(CC1)COC1=CC(=C2C(NC(=NC2=C1)CSC1CCOCC1)=O)F)(C)F 7-((1-(2,2-Difluoropropyl)piperidin-4-yl)methoxy)-5-fluoro-2-(((tetrahydro-2H-pyran-4-yl)thio)methyl)quinazolin-4(3H)-one